C(CC)C=1NC(=CC1)CCC 2,5-dipropylpyrrole